NC1=NN(C2=NC(=CC=C21)C2CC2)C(=O)[C@@H]2OCC[C@@H]2C (3-amino-6-cyclopropyl-1H-pyrazolo[3,4-b]pyridin-1-yl)((2R,3S)-3-methyltetrahydrofuran-2-yl)methanone